(±)-4-Methyl-6-(3-((2-(trifluoromethyl)phenoxy)methyl)pyrrolidin-1-yl)picolinic Acid CC1=CC(=NC(=C1)N1C[C@@H](CC1)COC1=C(C=CC=C1)C(F)(F)F)C(=O)O |r|